1-{[(3R,5R)-5-fluoro-1-methylpiperidin-3-yl](1-methyl-1H-pyrazol-4-yl)sulfamoyl}urea F[C@@H]1C[C@H](CN(C1)C)N(S(=O)(=O)NC(=O)N)C=1C=NN(C1)C